CC1=CC=C(C=C1)C1=CC(=NN1C1=C(C=CC=C1)S(=O)(=O)N)C(F)(F)F (5-(4-Methylphenyl)-3-(trifluoromethyl)-1H-pyrazol-1-yl)benzenesulfonamide